((2-(2,6-dioxopiperidin-3-yl)-3-oxoisoindolin-5-yl)oxy)octanoic acid O=C1NC(CCC1N1CC2=CC=C(C=C2C1=O)OC(C(=O)O)CCCCCC)=O